Docosen C=CCCCCCCCCCCCCCCCCCCCC